(R)-3-(benzofuran-7-yloxy)-3-(furan-2-yl)-N-methylpropan-1-amine O1C=CC2=C1C(=CC=C2)O[C@H](CCNC)C=2OC=CC2